ClC1=C(C=C(C=C1)C1(CC1)C(=O)NC=1C=CC(=C(C(=O)OC)C1)C=1C=NN(C1)C1CCC1)F Methyl 5-({[1-(4-chloro-3-fluorophenyl)cyclopropyl]carbonyl}amino)-2-(1-cyclobutyl-1H-pyrazol-4-yl)benzoate